4-Methylbenzoic acid [(2R)-3-(1-ethyl-8-oxo-spiro[6,7-dihydro-4H-pyrazolo[3,4-c]azepin-5,4'-tetrahydropyran]-3-yl)-2-methyl-propyl] ester C(C)N1N=C(C2=C1C(NCC1(CCOCC1)C2)=O)C[C@H](COC(C2=CC=C(C=C2)C)=O)C